COC(=O)N1C[C@@H](OCC1)CC1=C(N=C2N1C=CC(=C2)C)C2=C(C=C(C=C2F)N2C(CN(CC2)C(=O)OC(C)(C)C)=O)F (S)-2-((2-(4-(4-(tert-butoxycarbonyl)-2-oxopiperazin-1-yl)-2,6-difluorophenyl)-7-methylimidazo[1,2-a]pyridin-3-yl)-methyl)morpholine-4-carboxylic acid methyl ester